FC(C=1N=CC(=NC1)CC1CCC2(CNC2)CC1)(F)F 7-[[5-(trifluorometh-yl)pyrazin-2-yl]-methyl]-2-azaspiro-[3.5]nonane